methoxymethyl 6-((4-(benzyloxy)-2,3,6-trimethylbenzoyl)oxy)-5-ethyl-2,4-dimethyl-[1,1'-biphenyl]-3-carboxylate C(C1=CC=CC=C1)OC1=C(C(=C(C(=O)OC2=C(C(=C(C(=C2C2=CC=CC=C2)C)C(=O)OCOC)C)CC)C(=C1)C)C)C